COC1=C(C=C2C(=CC=NC2=C1)N1CCC(CC1)C(C[N-]S[NH-])C)N1CCOCC1 N-(2-(1-(7-methoxy-6-morpholinoquinolin-4-yl)piperidin-4-yl)propyl)thiodiamide